tert-butyl 4-[1-(4-amino-2-cyclopropyl-5-methoxyphenyl)piperidin-4-yl]piperazine-1-carboxylate NC1=CC(=C(C=C1OC)N1CCC(CC1)N1CCN(CC1)C(=O)OC(C)(C)C)C1CC1